FC=1C=C(C=NC1)C1=CC(=NC(=C1F)C)C1=NOC(=N1)C=1N=CSC1 3-(5,5'-Difluoro-6'-methyl-[3,4'-bipyridyl]-2'-yl)-5-(thiazol-4-yl)-1,2,4-oxadiazole